[NH4+].COC(CCCCC(=O)OC(C(=O)[O-])C(C(=O)[O-])OC(CCCCC(OC)=O)=O)=O.[NH4+] 2,3-bis((6-methoxy-6-oxohexanoyl)oxy)succinic acid ammonium salt